C(N)(=O)[C@@H]1C[C@]2(CNC3=NC=C(C(=C32)Cl)C3=CNC2=C(C=CC=C32)N3C(CN(CC3)C(=O)OC(C)(C)C)=O)CC1 |r| tert-Butyl 4-(3-((1RS,3SR)-3-carbamoyl-4'-chloro-1',2'-dihydrospiro[cyclopentane-1,3'-pyrrolo[2,3-b]pyridin]-5'-yl)-1H-indol-7-yl)-3-oxopiperazine-1-carboxylate